2-{[(tert-Butoxy)carbonyl](1-methylpiperidin-4-yl)amino}acetic Acid C(C)(C)(C)OC(=O)N(CC(=O)O)C1CCN(CC1)C